COC(CCC(=O)C=1SC=C(C1)C1=CN(C2=CC=C(C=C12)F)C(=O)OC(C)(C)C)=O 4-(4-(5-fluoro-1-Boc-1H-indol-3-yl)thiophen-2-yl)-4-oxobutanoic acid methyl ester